C(C)(C)(C)OC(=O)N1C2CC[C@H]([C@H]1C(NC1=NC(=CC=C1C)Br)=O)C2 (3S,4S)-3-((6-bromo-3-methylpyridin-2-yl)carbamoyl)-2-azabicyclo[2.2.1]heptane-2-carboxylic acid tert-butyl ester